FC=1C=C(C=CC1)C(=O)C=1N=C(NC1)C1=CC=CC=C1 (3-fluorophenyl)(2-phenyl-1H-imidazol-4-yl)methanone